(2S,3S,4S,5S)-4-[[3-[2-(Difluoromethoxy)-3,4-difluorophenyl]-4,5-dimethyl-5-(trifluoromethyl)tetrahydrofuran-2-carbonyl]amino]-5-methyl-pyridin-2-carboxamid FC(OC1=C(C=CC(=C1F)F)[C@H]1[C@H](O[C@@]([C@H]1C)(C(F)(F)F)C)C(=O)NC1=CC(=NC=C1C)C(=O)N)F